FC(C(=O)O)(F)F.NCCOC1=C2C(N(C(C2=CC=C1)=O)C1C(NC(CC1)=O)=O)=O 4-(2-aminoethoxy)-2-(2,6-dioxopiperidine-3-yl)isoindoline-1,3-dione, 2,2,2-trifluoroacetic acid salt